CC1=CC=C2C(=N1)N=C(O2)N2CCN(CC2)C(=O)C2=C(C=C(C=C2)N2CC(C2)OC(C(F)(F)F)C)C [4-(5-methyloxazolo[4,5-b]pyridin-2-yl)piperazin-1-yl]-[2-methyl-4-[3-(2,2,2-trifluoro-1-methyl-ethoxy)azetidin-1-yl]phenyl]methanone